C(C)(C)(C)OC(=O)NC1CCC(CC1)(O)CN1CCN(CC1)C(=O)OCC1=CC=CC=C1 benzyl 4-[[4-(tert-butoxycarbonylamino)-1-hydroxy-cyclohexyl]methyl]piperazine-1-carboxylate